8-(1-((2S,4S)-1-(but-2-ynoyl)-2-(cyanomethyl)piperidin-4-yl)-4-(3-(dimethylamino)-3-methylazetidin-1-yl)-6-fluoro-8-methyl-1H-pyrazolo[4,3-c]quinolin-7-yl)-1-naphthonitrile C(C#CC)(=O)N1[C@@H](C[C@H](CC1)N1N=CC=2C(=NC=3C(=C(C(=CC3C21)C)C=2C=CC=C1C=CC=C(C21)C#N)F)N2CC(C2)(C)N(C)C)CC#N